[2-(2-aminoethyl)phenyl]biphenyl NCCC1=C(C=CC=C1)C1=C(C=CC=C1)C1=CC=CC=C1